3-(1-oxo-5-(6-(4-(trifluoromethyl)phenyl)-2-azaspiro[3.3]hept-5-ene-2-carbonyl)isoindolin-2-yl)piperidine-2,6-dione O=C1N(CC2=CC(=CC=C12)C(=O)N1CC2(C1)C=C(C2)C2=CC=C(C=C2)C(F)(F)F)C2C(NC(CC2)=O)=O